Tris(dimethylamino)propyl-tin CN(C)C(CC[Sn])(N(C)C)N(C)C